5-(difluoromethoxy)-1-ethyl-1H-1,3-benzodiazol FC(OC1=CC2=C(N(C=N2)CC)C=C1)F